OCCNCCO di-(hydroxyethyl)amine